[C@H]12[C@H](NC[C@@H]2C1)C(=O)OC methyl (1S,2S,5R)-3-azabicyclo[3.1.0]hexane-2-carboxylate